ClC1=CC=CC2=C1SC=1C(=NC=CC12)C=1SC=C(C1)C 8-chloro-1-(4-methylthiophen-2-yl)benzo[4,5]thieno[2,3-c]pyridine